(S)-1-((R)-2-((1-oxo-4-(o-tolyl)-1,2-dihydroisoquinolin-7-yl)oxy)propanoyl)piperidine-3-carboxamide O=C1NC=C(C2=CC=C(C=C12)O[C@@H](C(=O)N1C[C@H](CCC1)C(=O)N)C)C1=C(C=CC=C1)C